(R)-2-((6-(2,3,6-trifluorophenyl)-3-thioxo-3,5,6,7-tetrahydro-2H-pyrrolo[1,2-c]imidazol-1-yl)methyl)malonic acid FC1=C(C(=CC=C1F)F)[C@H]1CC=2N(C(NC2CC(C(=O)O)C(=O)O)=S)C1